N-(3-chloro-5-(methylsulfonyl)phenyl)-4-methoxybenzo[b]thiophene-2-carboxamide ClC=1C=C(C=C(C1)S(=O)(=O)C)NC(=O)C1=CC2=C(S1)C=CC=C2OC